C12CNCC(CCC1)N2C2=NC=1CCN(CC1C=C2)C(CC2CCCC2)=O 1-(2-(3,9-diazabicyclo[3.3.1]nonan-9-yl)-7,8-dihydro-1,6-naphthyridin-6(5H)-yl)-2-cyclopentylethan-1-one